[Ba+2].[Rb+].B([O-])([O-])[O-].[K+] potassium borate rubidium barium